FC1=C(C=CC=C1)N=C=S 1-fluoro-2-isothiocyanato-benzene